NC1=NC(N(C=C1)[C@@H]1O[C@]([C@H](C1)O)(C)CO)=O 4-amino-1-((2R,4S,5R)-4-hydroxy-5-(hydroxymethyl)-5-methyltetrahydrofuran-2-yl)pyrimidin-2(1H)-one